4-Bromo-4'-(tert-butyl)-3,5-diisopropyl-1,1'-biphenyl BrC1=C(C=C(C=C1C(C)C)C1=CC=C(C=C1)C(C)(C)C)C(C)C